tetrakis(2-(1-dodecyl-1H-1,2,3-triazol-4-yl)ethyl) 3,3',3'',3'''-(((((trans)-cyclohexane-1,4-diyl)bis(oxy))bis(propane-3,1-diyl))bis(azanetriyl))tetrapropionate [C@H]1(CC[C@H](CC1)OCCCN(CCC(=O)OCCC=1N=NN(C1)CCCCCCCCCCCC)CCC(=O)OCCC=1N=NN(C1)CCCCCCCCCCCC)OCCCN(CCC(=O)OCCC=1N=NN(C1)CCCCCCCCCCCC)CCC(=O)OCCC=1N=NN(C1)CCCCCCCCCCCC